5-chloro-2-t-octyl-4-isothiazolin-3-one ClC1=CC(N(S1)C(C)(C)CC(C)(C)C)=O